6-aminoquinazolin-4-one NC=1C=C2C(NC=NC2=CC1)=O